tert-butyl (RS)-3-(hydroxymethyl)piperazine-1-carboxylate OC[C@H]1CN(CCN1)C(=O)OC(C)(C)C |r|